C(C1=CC(=CC(=C1O)C(C)(C)C)C)C1=CC(=CC(=C1O)C(C)(C)C)C 2,2'-methylenebis(6-tertbutyl-p-cresol)